3-docosanoyl-tetrahydrofuran-2,5-dione C(CCCCCCCCCCCCCCCCCCCCC)(=O)C1C(OC(C1)=O)=O